7-bromo-4-difluoromethoxy-2-(methoxymethyl)benzo[d]oxazole BrC1=CC=C(C=2N=C(OC21)COC)OC(F)F